(2,6-difluoro-4-(4-((2-methoxyethoxy)methoxy)-7,8-dihydro-5H-thiopyrano[4,3-d]pyrimidin-2-yl)phenyl)boronic acid FC1=C(C(=CC(=C1)C=1N=C(C2=C(N1)CCSC2)OCOCCOC)F)B(O)O